C1=C(C=CC2=CC=CC=C12)C[C@H](N)C(=O)O β-[2-naphthyl]-alanine